C1N(CC12CCNCC2)C2=NC(=NC=C2)C2=CN=C1N2C=C(N=C1)C(F)(F)F 3-[4-(2,7-Diazaspiro[3.5]nonan-2-yl)pyrimidin-2-yl]-6-(trifluoromethyl)imidazo[1,2-a]pyrazine